OC[C@H]1[C@@H](C1)CNC1=NC=C(C(=N1)C1=CNC2=C(C=CC=C12)P(C)(C)=O)C(F)(F)F (3-(2-(((trans-2-(hydroxymethyl)cyclopropyl)methyl)amino)-5-(trifluoromethyl)pyrimidin-4-yl)-1H-Indol-7-yl)dimethylphosphine oxide